5-(difluoromethyl)-1-methyl-N-[(1s,4s)-4-{[2-(trifluoromethyl)imidazo[1,2-a]pyridin-5-yl]amino}cyclohexyl]-1H-pyrazole-4-carboxamide FC(C1=C(C=NN1C)C(=O)NC1CCC(CC1)NC1=CC=CC=2N1C=C(N2)C(F)(F)F)F